COC1=C(C=C(C=C1)C1=CN=NC(=C1)OC[C@@H]1CC[C@H](CC1)C(F)(F)F)[C@@H]1[C@H](C1)C(=O)O (1S,2S)-2-[2-methoxy-5-(6-{[trans-4-(trifluoromethyl)cyclohexyl]methoxy}pyridazin-4-yl)phenyl]cyclopropanecarboxylic acid